S1C(SCCC1)C(\C(=C\C1=CC=C(C=C1)OC)\C1=CC=CC=C1)=O (E)-1-(1,3-Dithian-2-yl)-3-(4-methoxyphenyl)-2-phenylprop-2-en-1-one